5-amino-3-{2-[2-(trifluoromethoxy)phenyl]ethyl}-3,4-dihydroquinazolin-4-one NC1=C2C(N(C=NC2=CC=C1)CCC1=C(C=CC=C1)OC(F)(F)F)=O